1-methyl-3-(3-chloropropyl)imidazole chloride [Cl-].CN1CN(C=C1)CCCCl